C(C=C)N(CC=C)CC(CN(CCC#N)CCC#N)O 1-(N,N-diallylamino)-3-(N',N'-bis(2-cyanoethyl)amino)-2-propanol